NC1=C(C=CC=C1)NC(=O)C=1SC=2CN(CCC2N1)C1=NC=C(C=C1)C(F)(F)F N-(2-aminophenyl)-4,5,6,7-tetrahydro-5-[5-(trifluoromethyl)-2-pyridinyl]-thiazolo[5,4-c]pyridine-2-carboxamide